5-Fluoro-1,2,3,4-tetrahydroisoquinoline FC1=C2CCNCC2=CC=C1